N1CCC2=CC=CC=C12 1,3-dihydro-indol